COC=1C=C(CN2C=NC3=C2C=CC(=C3)N3CCOCC3)C=CC1OCC=1C=NC(=CC1)OC 4-(1-(3-Methoxy-4-((6-methoxypyridin-3-yl)methoxy)benzyl)-1H-benzo[d]imidazol-5-yl)morpholine